ClC1=C(C=C(C=C1)S(=O)(=O)NC=1C=C(C(=O)[O-])C=CC1)[N+](=O)[O-] 3-((4-chloro-3-nitrophenyl)sulfonamido)benzoate